racemic-3-(1-{2,6-difluoro-4-[1-(3-fluoro-propyl)-azetidin-3-yloxy]-phenyl}-6-fluoro-3-methyl-1,3,4,9-tetrahydro-β-carbolin-2-yl)-2-fluoro-2-methyl-propan-1-ol FC1=C(C(=CC(=C1)OC1CN(C1)CCCF)F)C1N(C(CC=2C3=CC(=CC=C3NC12)F)C)CC(CO)(C)F